tris(N-ethyl-N-methylpyrrolidinium) phosphate bis(trifluoromethanesulfonyl)imide salt [N-](S(=O)(=O)C(F)(F)F)S(=O)(=O)C(F)(F)F.P(=O)([O-])([O-])O.C(C)[N+]1(CCCC1)C.C(C)[N+]1(CCCC1)C.C(C)[N+]1(CCCC1)C